N1=C(C=CC=C1)CN(CC1=NC=CC=C1)CC1=NC=CC=C1 tris-(2-picolyl)-amine